tert-butyl 4-(6-oxo-5-((3-(trifluoromethoxy)pyridin-2-yl)methyl)-5,6-dihydropyrido[2,3-b]pyrazin-7-yl)piperidine-1-carboxylate O=C1C(=CC=2C(=NC=CN2)N1CC1=NC=CC=C1OC(F)(F)F)C1CCN(CC1)C(=O)OC(C)(C)C